[Na+].C(#N)[C@H]1N(CCC1)C(C(S(=O)(=O)[O-])O)=O 2-[(S)-2-cyanopyrrolidine-1-yl]-1-hydroxy-2-oxoethanesulfonic acid sodium salt